2-(6-bromopyridin-2-yl)-2,2-difluoro-N-methylacetamide BrC1=CC=CC(=N1)C(C(=O)NC)(F)F